COC([C@H](CO)C)=O (S)-(+)-3-hydroxy-2-methylpropanoic acid methyl ester